C(C)(C)(C)OC(N[C@H](C(=O)NN(C(C(F)Cl)=O)CCC(=O)N)CC12CC(C1)C2)=O ((2S)-1-(2-(3-amino-3-oxopropyl)-2-(2-chloro-2-fluoroacetyl)hydrazino)-3-(bicyclo[1.1.1]pentan-1-yl)-1-oxopropan-2-yl)carbamic acid tert-butyl ester